FC1=C(CNC(=O)N2CCC3(N(C4=CC=C(C=C4C(C3)=O)F)C)CC2)C=CC(=C1)F N-(2,4-difluorobenzyl)-6'-fluoro-1'-methyl-4'-oxo-3',4'-dihydro-1'H-spiro[piperidine-4,2'-quinoline]-1-carboxamide